9-bromo-8-fluoro-5,6-dihydrobenzo[f]imidazo[1,2-d][1,4]oxazepine BrC1=C(C2=C(C=3N(CCO2)C=CN3)C=C1)F